F[C@H]1CN(CC[C@H]1NC1=CC=CC=2N1N=C(C2CC(F)(F)F)C#CCNC(=O)C2(CC2)O)C N-[3-(7-{[(3S,4R)-3-fluoro-1-methylpiperidin-4-yl]amino}-3-(2,2,2-trifluoroethyl)pyrazolo[1,5-a]pyridin-2-yl)prop-2-yn-1-yl]-1-hydroxycyclopropane-1-carboxamide